4-(4-(5-(((1R,4R,5R,6R)-6-fluoro-1,2-dimethyl-2-azabicyclo[2.2.2]octan-5-yl)oxy)-1,3,4-thiadiazol-2-yl)-3-hydroxyphenyl)-1-methyl-1,3,5-triazin-2(1H)-one F[C@H]1[C@@H]([C@H]2CN([C@@]1(CC2)C)C)OC2=NN=C(S2)C2=C(C=C(C=C2)C2=NC(N(C=N2)C)=O)O